2-(2,6-dimethoxyphenoxy)-1-phenylethanone COC1=C(OCC(=O)C2=CC=CC=C2)C(=CC=C1)OC